trans-1-bromo-2-butene BrC\C=C\C